N-(7-chloro-6-(1-((3R,4R)-4-hydroxy-3-methyltetrahydrofuran-3-yl)piperidin-4-yl)isoquinolin-3-yl)-2-(1-(difluoromethyl)-1H-pyrazol-4-yl)acetamide ClC1=C(C=C2C=C(N=CC2=C1)NC(CC=1C=NN(C1)C(F)F)=O)C1CCN(CC1)[C@@]1(COC[C@@H]1O)C